FC(OC1=CC(=NN1)NC1=CN=CC(=N1)O[C@@H]1C[C@@H](N(CC1)C(=O)OC(C)(C)C)C(C)C)F tert-butyl (2R,4S)-4-((6-((5-(difluoromethoxy)-1H-pyrazol-3-yl)amino)pyrazin-2-yl)oxy)-2-isopropylpiperidine-1-carboxylate